N-n-undecanoyl-methionine C(CCCCCCCCCC)(=O)N[C@@H](CCSC)C(=O)O